lithium bistrimethylsilyl-amine C[Si](C)(C)N[Si](C)(C)C.[Li]